COC=1C=C(C=2N(C1)N=C(C2)C=2N=C1SC(=NN1C2)OC)OCC(=O)NCCCCC 2-(6-methoxy-2-(2-methoxyimidazo[2,1-b][1,3,4]thiadiazol-6-yl)pyrazolo[1,5-a]pyridin-4-yloxy)-N-pentylacetamide